Hydroxy-2,5-dioxopyrrolidine-3-sulfonic acid sodium salt C1C(C(=O)N(C1=O)O)S(=O)(=O)[O-].[Na+]